7-(dimethylphosphoryl)-1H-indole-6-carboxylic acid CP(=O)(C)C=1C(=CC=C2C=CNC12)C(=O)O